N=1C=NN2C1C=CC(=C2)C2=CNC=1N=C(N=CC12)NC1CCC(CC1)(O)C (1s,4s)-4-((5-([1,2,4]triazolo[1,5-a]pyridin-6-yl)-7H-pyrrolo[2,3-d]pyrimidin-2-yl)amino)-1-methylcyclohexan-1-ol